[Cs].Br[Pb] bromoplumbum cesium